C(C)C1=C(C=CC(=C1)CN1CC2(CN(C2)C(C)=O)C1)C1=CC=C(C=C1)C(C(F)(F)F)(C(F)(F)F)O 1-(6-((2-ethyl-4'-(1,1,1,3,3,3-hexafluoro-2-hydroxypropan-2-yl)-[1,1'-biphenyl]-4-yl)methyl)-2,6-diazaspiro[3.3]heptan-2-yl)ethan-1-one